C(CCC)N(C[Si](C)(C)C)CCCC N-butyl-N-((trimethylsilyl)methyl)butylamine